N-(5-(1-methyl-4-((((cis)-4-methylpyrrolidin-3-yl)oxy)methyl)-1H-pyrazol-5-yl)pyrazolo[1,5-a]pyridin-2-yl)cyclopropanecarboxamide CN1N=CC(=C1C1=CC=2N(C=C1)N=C(C2)NC(=O)C2CC2)CO[C@@H]2CNC[C@@H]2C